N-(4-[1-(difluoromethyl)-1H-pyrazol-4-yl]-3-{[(dimethylamino)methylidene]sulfamoyl}phenyl)-2-(2-fluorophenyl)acetamide FC(N1N=CC(=C1)C1=C(C=C(C=C1)NC(CC1=C(C=CC=C1)F)=O)S(N=CN(C)C)(=O)=O)F